N1=CC=CC2=CC(=CC=C12)C1=CC=C(N=N1)NC1C2CN(CC12)CC1CCOCC1 trans-N-[6-(6-quinolinyl)pyridazin-3-yl]-3-(tetrahydropyran-4-ylmethyl)-3-azabicyclo[3.1.0]hexane-6-amine